2H-1-Benzopyran-2-one O1C(C=CC2=C1C=CC=C2)=O